(E)-2-hydroxy-5-nitrobenzaldehyde oxime OC1=C(/C=N/O)C=C(C=C1)[N+](=O)[O-]